CC1=NC=CN1C 2,3-dimethylimidazole